CN(C1=CC(=C(C(=C1)F)S(=O)(=O)Cl)F)C 4-(dimethylamino)-2,6-difluorobenzene-1-sulfonyl chloride